O1CCOC2=NC=C(C=C21)NC2=NC=C(C(=N2)N(C2CC(C2)O)C)C2=CC=C(C=C2)N2C(CCC2)=O 1-{4-[2-({2H,3H-[1,4]dioxino[2,3-b]pyridin-7-yl}amino)-4-{methyl[(1r,3r)-3-hydroxycyclobutyl]amino}pyrimidin-5-yl]phenyl}pyrrolidin-2-one